(E)-4-cyclopropoxy-6-(6-(2-(5-cyclopropyl-3-(2-(trifluoromethyl)phenyl)-isoxazol-4-yl)vinyl)-3-azabicyclo[3.1.0]hex-3-yl)quinoline-2-carboxamide C1(CC1)OC1=CC(=NC2=CC=C(C=C12)N1CC2C(C2C1)\C=C\C=1C(=NOC1C1CC1)C1=C(C=CC=C1)C(F)(F)F)C(=O)N